aminopropyl-dimethoxysilane NCCC[SiH](OC)OC